[V].[In] indium-vanadium